C(C)OC1=CC=C(C=C(C(=O)OCC(C)C)C#N)C=C1 isobutyl 4-ethoxy-α-cyanocinnamate